4-{[6-amino-9-cyclopentyl-7-(3-hydroxyphenyl)-8-oxo-8,9-dihydro-7H-purine-2-yl]amino}benzamide NC1=C2N(C(N(C2=NC(=N1)NC1=CC=C(C(=O)N)C=C1)C1CCCC1)=O)C1=CC(=CC=C1)O